[Cl-].NP(N(C)C)(N(C)C)N(C)C aminotri(dimethylamino)phosphorane chloride